6-[5-(6-methyl-2-pyridyl)-1H-imidazol-4-yl]-N-[2-(4-piperidyl)ethyl]quinolin-3-amine CC1=CC=CC(=N1)C1=C(N=CN1)C=1C=C2C=C(C=NC2=CC1)NCCC1CCNCC1